(3-methyl-2-oxo-1-(tetrahydro-2H-pyran-4-yl)-2,3-dihydro-1H-imidazo[4,5-c]pyridin-6-yl)(6-methylbenzo[d][1,3]dioxol-5-yl)carbamic chloride CN1C(N(C2=C1C=NC(=C2)N(C(=O)Cl)C2=CC1=C(OCO1)C=C2C)C2CCOCC2)=O